2-((6-((5-cyclopropyl-3-(2,6-dichlorophenyl)isoxazol-4-yl)methoxy)naphthalen-2-yl)oxy)isonicotinic acid C1(CC1)C1=C(C(=NO1)C1=C(C=CC=C1Cl)Cl)COC=1C=C2C=CC(=CC2=CC1)OC=1C=C(C(=O)O)C=CN1